6-(6-(1,1-difluoroethyl)picolinamido)-2-(1,4-dioxan-2-yl)-N-methylimidazo[1,2-a]pyridine-7-carboxamide FC(C)(F)C1=CC=CC(=N1)C(=O)NC=1C(=CC=2N(C1)C=C(N2)C2OCCOC2)C(=O)NC